C(C1=CC=CC=C1)OCC1CC(C1)OCC(=O)OCC Ethyl 2-[3-(benzyloxymethyl)cyclobutoxy]acetate